N-(3-(4-methylpiperazin-1-yl)propyl)-4-(4-(2-(4-(Trifluoromethyl)phenyl)acetamido)phenoxy)-7H-pyrrolo[2,3-D]pyrimidine-7-carboxamide CN1CCN(CC1)CCCNC(=O)N1C=CC2=C1N=CN=C2OC2=CC=C(C=C2)NC(CC2=CC=C(C=C2)C(F)(F)F)=O